C(C)(=O)O.C(C)(=O)O.C(C)NCC diethylamine diacetate